COCC1(CCN(CC1)C1=C(N)C=CC=C1)C 2-(4-(methoxymethyl)-4-methylpiperidin-1-yl)aniline